C([S-])([S-])[S-] trithioorthoformate